[tris(hydroxymethyl)methyl]-3-aminopropanesulfonic acid OCC(CO)(CO)C(CCN)S(=O)(=O)O